C(C)(C)[Si](N1CCN(CC1)CCC[Si](OC)(OC)OC)(C(C)C)C(C)C 1-triisopropylsilyl-4-(3-(trimethoxysilyl)propyl)piperazine